N-[4-(methoxymethyl)pyrrolidin-3-yl]carbamic acid tert-butyl ester C(C)(C)(C)OC(NC1CNCC1COC)=O